N[C@H]1CS(C2=C(N(C1)CC1=CC=C(C=C1)C1=NOC(=N1)C(F)(F)F)C=C(C=C2)C=2OC(=NN2)N2CCC(CC2)(F)F)(=O)=O (3R)-3-amino-7-[5-(4,4-difluoro-1-piperidinyl)-1,3,4-oxadiazol-2-yl]-1,1-dioxo-5-[[4-[5-(trifluoromethyl)-1,2,4-oxadiazol-3-yl]phenyl]methyl]-2,3-dihydro-1λ6,5-benzothiazepine